N1=CC=C(C=C1)C1=C2C(=NN1)C1=CC=CC=C1C2 3-pyridin-4-yl-2,4-dihydro-indeno[1,2-c]pyrazole